2-((S)-4-{7-(3-hydroxynaphthalen-1-yl)-2-[((S)-1-methylpyrrolidin-2-yl)methoxy]-5,6,7,8-tetrahydropyrido[3,4-d]pyrimidin-4-yl}piperazin-2-yl)acetonitrile trifluoroacetate FC(C(=O)O)(F)F.OC=1C=C(C2=CC=CC=C2C1)N1CC=2N=C(N=C(C2CC1)N1C[C@@H](NCC1)CC#N)OC[C@H]1N(CCC1)C